BrCC(=O)C=1C=NC(=CC1)C(F)(F)F 2-bromo-1-[6-(trifluoromethyl)pyridin-3-yl]ethan-1-one